FC(C=1C=C(C(=O)OC)C=C(C1)NS(=O)(=O)C1=C(C=C(C=C1C(C)C)C(C)C)C(C)C)(F)F methyl 3-(trifluoromethyl)-5-((2,4,6-triisopropylphenyl)sulfonamido)benzoate